N-(8-(6-amino-5-(trifluoromethyl)pyridin-3-yl)-1-(6-(2-cyanopropan-2-yl)pyridin-3-yl)-3-methyl-1H-imidazo[4,5-c]quinolin-2(3H)-ylidene)cyanamide NC1=C(C=C(C=N1)C1=CC=2C3=C(C=NC2C=C1)N(C(N3C=3C=NC(=CC3)C(C)(C)C#N)=NC#N)C)C(F)(F)F